COC1[C@@H]([C@H](C([C@H]([C@H]1O)O)O)O)O The molecule is a member of the class of methyl myo-inositols that is cyclohexane-1,2,3,4,5-pentol substituted by a methoxy group at position 6 (the 1R,2R,3S,4S,5R,6S-isomer). It has a role as a plant metabolite.